NC1=NC=C(C2=C1C(=C(N2C)C2=C(C=C(C=C2)NC(C(=C)C)=O)C)C2=CC=C(C=C2)OC2=NC=C(C(=N2)C)F)C#N N-(4-(4-amino-7-cyano-3-(4-((5-fluoro-4-methylpyrimidin-2-yl)oxy)phenyl)-1-methyl-1H-pyrrolo[3,2-c]pyridin-2-yl)-3-methylphenyl)methacrylamide